FC=1C=C2C=NN(C2=C(C1O)F)C1=C(C=C(C=C1)N1CCN(CC1)S(=O)(=O)C)C 5,7-Difluoro-1-(2-methyl-4-(4-(methylsulfonyl)piperazin-1-yl)phenyl)-1H-indazol-6-ol